COC1=C(C=CC2=C1C=[N+]1CCC3=C(C1=C2)C=C2C(OCO2)=C3)OC 5,6-dihydro-9,10-dimethoxybenzo[g]-1,3-benzodioxolo[5,6-a]quinolizinium